tricyclopentadiene samarium [Sm].C1=CC=CC1.C1=CC=CC1.C1=CC=CC1